C(C)OC(CCCCC(=O)N/C(/C1=NC=C(C=C1C)[N+](=O)[O-])=N/O)=O.C(C)N(C(CCOCCCCCC)=O)CC N,N-diethyl-beta-hexyloxypropionamide Ethyl-6-{[(E)-(hydroxyimino)(3-methyl-5-nitropyridin-2-yl)methyl]amino}-6-oxohexanoate